1-benzyl-1,2,3,4-tetrahydroquinoline C(C1=CC=CC=C1)N1CCCC2=CC=CC=C12